4-chloro-N,N-dimethyl-6-(trifluoromethoxy)quinoline-3-carboxamide ClC1=C(C=NC2=CC=C(C=C12)OC(F)(F)F)C(=O)N(C)C